2,2-dihydroxymethyl-propionic acid OCC(C(=O)O)(C)CO